FC1=C(C(=CC(=C1)OC)F)C1=C(C(N(N1C)C1=NC(=CC=C1)C1=CC=CC=C1)=O)NC(C1=CC=C(C=C1)OC(F)F)=O N-[5-(2,6-difluoro-4-methoxyphenyl)-1-methyl-3-oxo-2-(6-phenylpyridin-2-yl)-2,3-dihydro-1H-pyrazol-4-yl]-4-(difluoromethoxy)benzamide